Cl.CC1CC(NC1(C(F)(F)F)C)C(=O)N 4,5-dimethyl-5-(trifluoromethyl)pyrrolidine-2-carboxamide hydrochloride